(2E)-1-[(6-Chloropyridin-3-yl)methyl]-N'-nitro-2-pentylidene-hydrazinecarboximidamide ClC1=CC=C(C=N1)CN(/N=C/CCCC)C(N)=N[N+](=O)[O-]